cerium-ytterbium [Yb].[Ce]